5-bromo-6-(trifluoromethyl)pyrimidin-4-ol BrC=1C(=NC=NC1C(F)(F)F)O